COC(=O)C=1N(C=C(C1)C(C(F)F)C)C(=O)OC(C)(C)C 4-(1,1-Difluoroprop-2-yl)-1H-pyrrole-1,2-dicarboxylic acid 1-(tert-butyl) ester 2-methyl ester